C(#N)C1=CC(=NC(=C1)C=1N=NN(C1)C=1C(=C(C(=O)O)C=CC1)O)C=1N=NN(C1)C=1C(=C(C(=O)O)C=CC1)O 3'-((4-cyanopyridin-2,6-diyl)bis(1H-1,2,3-triazol-4,1-diyl))bis(2-hydroxybenzoic acid)